ClC=1C=CC(=C(C1)C=1C=C(C=2OCCNC2N1)C=1C=NC=C(C1)OC1CCN(CC1)C)F 3-[6-(5-chloro-2-fluorophenyl)-2H,3H,4H-pyrido[3,2-b][1,4]oxazin-8-yl]-5-[(1-methylpiperidin-4-yl)oxy]pyridine